BrC1=C(C=C(C2=C1OCCO2)C(=O)N2[C@@H](CC(C2)=NOC)CO)F (S)-(8-Bromo-7-fluoro-2,3-dihydrobenzo[b][1,4]dioxin-5-yl)(2-(hydroxymethyl)-4-(methoxyimino)pyrrolidin-1-yl)methanone